1-(3-amino-6-(2-hydroxyphenyl)pyridazin-4-yl)-3-phenylpiperidin-3-ol NC=1N=NC(=CC1N1CC(CCC1)(O)C1=CC=CC=C1)C1=C(C=CC=C1)O